6-(7,9-difluoro-2,3,4,5-tetrahydro-1H-benzo[b]azepin-1-yl)-2-fluoro-3-(trifluoromethyl)benzonitrile FC1=CC2=C(N(CCCC2)C2=CC=C(C(=C2C#N)F)C(F)(F)F)C(=C1)F